2-(2,8-dimethylimidazo[1,2-b]pyridazin-6-yl)-4-methyl-6H-pyrido[2,3-d]pyridazin-5-one CC=1N=C2N(N=C(C=C2C)C=2C=C(C3=C(C=NNC3=O)N2)C)C1